(R)-1-(3,5'-dichloro-2'-hydroxy-3'-(5-(3-methylpiperazin-1-yl)pyridin-3-yl)-[1,1'-biphenyl]-4-yl)-3-methyl-1H-imidazol-2(3H)-one ClC=1C=C(C=CC1N1C(N(C=C1)C)=O)C1=C(C(=CC(=C1)Cl)C=1C=NC=C(C1)N1C[C@H](NCC1)C)O